manganese niobium-vanadium [V].[Nb].[Mn]